(E)-3-(4-(4-benzyl-7-oxa-1,4-diazaspiro[4.4]nonane-1-carbonyl)phenyl)-1-(3,4,5-trimethoxyphenyl)prop-2-en-1-one C(C1=CC=CC=C1)N1CCN(C12COCC2)C(=O)C2=CC=C(C=C2)/C=C/C(=O)C2=CC(=C(C(=C2)OC)OC)OC